C(C1=CC=CC=C1)N(CC1=CC=C(C=C1)C)CC N-benzyl-N-(4-methylbenzyl)ethylamine